C1(=CC=CC=C1)C(CCN1CC(CC1)C)C1=CC=CC=C1 (3,3-diphenylpropyl)-3-methylpyrrolidin